COC1=C(C=C2C(=NC(=NC2=C1)C)N[C@H](C)C=1C(=C(C#N)C=CC1)C)N1CC2C(C1)COC2 3-((1R)-1-((7-Methoxy-2-methyl-6-(tetrahydro-1H-furo[3,4-c]pyrrol-5(3H)-yl)quinazolin-4-yl)amino)ethyl)-2-Methyl-benzonitrile